C=CC1=CC=C(C=C1)S(=O)(=O)[O-] 4-styrenesulfonate